OC1CC(OCC1NC(CO)=O)C(=O)O 4-hydroxy-5-(2-hydroxyacetamido)tetrahydro-2H-pyran-2-carboxylic acid